3-chloro-N-(2-(2,6-dioxopiperidin-3-yl)-1,3-dioxoisoindolin-5-yl)-2-methylbenzenesulfonamide ClC=1C(=C(C=CC1)S(=O)(=O)NC=1C=C2C(N(C(C2=CC1)=O)C1C(NC(CC1)=O)=O)=O)C